NC1=CC=C(C=C1)C1=CC=C(C=C1)[N+](=O)[O-] 4-amino-4'-nitrobiphenyl